C(C1=CC=CC=C1)OC(=O)C1CC2(C1)C(CC2)(F)F 5,5-Difluorospiro[3.3]heptane-2-carboxylic acid benzyl ester